2-chloro-N-(2-(3,4-dichlorophenyl)benzo[d]oxazol-5-yl)-4-(3-ethynylpyridin-4-yl)-5-fluorobenzamide ClC1=C(C(=O)NC=2C=CC3=C(N=C(O3)C3=CC(=C(C=C3)Cl)Cl)C2)C=C(C(=C1)C1=C(C=NC=C1)C#C)F